N-(3-pentyl)-N-p-methoxyphenyl-glycine methyl ester COC(CN(C1=CC=C(C=C1)OC)C(CC)CC)=O